C(C1=CC=CC=C1)N1CCN(CC1)C12CCC(CC1)(CC2)NC(OC(C)(C)C)=O tert-butyl (4-(4-benzylpiperazin-1-yl)bicyclo[2.2.2]octan-1-yl)carbamate